FC(OC=1C=C(C=CC1F)C=1C=C2C(=NC1)C=NN2CS(=O)(=O)CC)F 6-[3-(Difluoromethoxy)-4-fluoro-phenyl]-1-(ethylsulfonylmethyl)pyrazolo[4,3-b]pyridine